6-(4-methoxypyrrolo[2,1-f][1,2,4]triazin-5-yl)-2-methyl-1-((6-methylpyrazin-2-yl)methyl)-1H-imidazo[4,5-b]pyridine COC1=NC=NN2C1=C(C=C2)C=2C=C1C(=NC2)N=C(N1CC1=NC(=CN=C1)C)C